5-[(2R)-4-fluoro-6-hydroxy-2-({[(oxan-4-yl)methyl]amino}methyl)-2,3-dihydro-1-benzofuran-5-yl]-1λ6,2,5-thiadiazolidine-1,1,3-trione FC1=C(C(=CC2=C1C[C@@H](O2)CNCC2CCOCC2)O)N2CC(NS2(=O)=O)=O